OC(C)(C)C=1C=C(SC1)S(=O)(=O)NC(NC1=C(C=CC=2OCOC21)C=2C=CC=1N(C2)C=CN1)=O 4-(2-hydroxy-prop-2-yl)-N-((5-(imidazo[1,2-a]pyridin-6-yl)benzo[d][1,3]dioxol-4-yl)carbamoyl)thiophene-2-sulfonamide